2-((3,5-dicyano-4-ethyl-6-(4-(oxazol-2-ylmethyl)piperazin-1-yl)pyridin-2-yl)sulfanyl)-2-phenylacetamide C(#N)C=1C(=NC(=C(C1CC)C#N)N1CCN(CC1)CC=1OC=CN1)SC(C(=O)N)C1=CC=CC=C1